5-(6-amino-5-methylpyridin-3-yl)-1H-imidazole-2-carboxylic acid NC1=C(C=C(C=N1)C1=CN=C(N1)C(=O)O)C